2,5-dichloro-para-phenylenediamine ClC1=C(C=C(C(=C1)N)Cl)N